C(C)(C)(C)OC(=O)N[C@H](C(=O)O)C1CCCC1 (S)-2-((tert-butyloxycarbonyl)amino)-2-cyclopentylacetic acid